FC(OC[C@H]1CN(CCO1)C(=O)OC(C)(C)C)(F)F tert-butyl (R)-2-((trifluoromethoxy)methyl)morpholine-4-carboxylate